2-benzyl-N4-(2-(piperidin-1-yl)ethyl)-N6-pyridin-3-ylmethyl-1,3,5-triazine-2,4,6-triamine C(C1=CC=CC=C1)C1(NC(=NC(=N1)NCCN1CCCCC1)NCC=1C=NC=CC1)N